FC1(CC(C1)(C)CN1N=C(C(=C1C(=O)O)C(F)(F)F)C1(CC1)C(F)(F)F)F 1-((3,3-difluoro-1-methylcyclobutyl)methyl)-4-(trifluoromethyl)-3-(1-(trifluoromethyl)cyclopropyl)-1H-pyrazole-5-carboxylic acid